2-morpholinobenzo[d]thiazol-6-amine O1CCN(CC1)C=1SC2=C(N1)C=CC(=C2)N